nerylpropionat C(\C=C(\C)/CCC=C(C)C)OC(CC)=O